3,3'-Dimethyl-N4,N4,N4',N4'-tetra-p-tolyl-biphenyl-4,4'-diamine CC=1C=C(C=CC1N(C1=CC=C(C=C1)C)C1=CC=C(C=C1)C)C1=CC(=C(C=C1)N(C1=CC=C(C=C1)C)C1=CC=C(C=C1)C)C